FC(C1=CC=C(C=N1)C=1C=C(C(N(N1)C=1C=NN(C1)C)=O)C(=O)N[C@@H]1[C@@H](CCCC1)O)F 6-[6-(Difluoromethyl)pyridin-3-yl]-N-[(1S,2R)-2-hydroxycyclohexyl]-2-(1-methyl-1H-pyrazol-4-yl)-3-oxo-2,3-dihydropyridazine-4-carboxamide